tert-butyl ((5-acetylthiophen-2-yl)methyl)carbamate C(C)(=O)C1=CC=C(S1)CNC(OC(C)(C)C)=O